The molecule is a deoxyhexose derivative that is 5-methylhexanal which has been substituted at position 4 by a methoxy group and at positions 2, 3, and 5 by hydroxy groups (the 2R,3S,4R stereoisomer). It derives from an aldehydo-L-lyxose. CC(C)([C@@H]([C@H]([C@H](C=O)O)O)OC)O